C(C)(C)OC=1C=C(C=CC1)C(C)C1=CC=2NC3=CC=CC=C3SC2C=C1 2-(1-(3-isopropoxyphenyl)ethyl)-10H-phenothiazine